C(C)(C)OP(=O)(OC(C)C)OC=1C=C(C=C(C(=O)O)C1)C(=O)O 5-((diisopropoxyphosphoryl)oxy)isophthalic acid